fluoride ammonium [NH4+].[F-]